2-(8-(Trifluoromethyl)-4-oxothiochroman-3-yl)-2-oxoethyl acetate C(C)(=O)OCC(=O)C1CSC2=C(C=CC=C2C1=O)C(F)(F)F